N-cyclohexyl-N'-[2-(4-methylmorpholin-4-ium-4-yl)ethyl]carbodiimide tosylate S(=O)(=O)([O-])C1=CC=C(C)C=C1.C1(CCCCC1)N=C=NCC[N+]1(CCOCC1)C